methyl-[(3R)-3-{[6-(4-hydroxy-1-benzothiophen-5-yl)-4,5-dimethylpyridazin-3-yl]amino}piperidin-1-yl]acetic acid CC(C(=O)O)N1C[C@@H](CCC1)NC=1N=NC(=C(C1C)C)C=1C=CC2=C(C=CS2)C1O